C[C@@]1(CC2(OCCO2)CC(C1)(C)C)CN1C=NC2=C1C=C(C=C2)C#N |r| rac-1-((7,9,9-Trimethyl-1,4-dioxaspiro[4.5]decan-7-yl)methyl)-1H-benzo[d]imidazole-6-carbonitrile